CC=1CCCC2=C(CCCC12)C 4,8-Dimethyl-1,2,3,5,6,7-hexahydro-naphthalin